C(C)(C)C1=C(C=C(C=C1)OC)N1/C(/SCC1=O)=N/C(=O)NC1=C(C=C(C=C1)C1=NN(C=N1)C1=CC=C(C=C1)C(F)(F)F)OC (Z)-1-(3-(2-isopropyl-5-methoxyphenyl)-4-oxothiazolidin-2-ylidene)-3-(2-methoxy-4-(1-(4-(trifluoromethyl)phenyl)-1H-1,2,4-triazol-3-yl)phenyl)urea